(S)-(Z)-3-((3-butyl-7-(methylthio)-1,1-dioxido-5-phenyl-2,3,4,5-tetrahydro-1,5-benzothiaazepin-8-yl)oxy)-2-fluoroacrylic acid ethyl ester C(C)OC(/C(=C/OC1=CC2=C(N(C[C@@H](CS2(=O)=O)CCCC)C2=CC=CC=C2)C=C1SC)/F)=O